11-Bromo-3,4-dihydrobenzo[e]pyrimido[1,2-c][1,3]thiazine BrC1=CC=CC2=C1C=1N(CS2)CCCN1